C(#N)C(CCC(=O)O)(C)SSC(=O)C1=CC=CC=C1 4-cyano-4-(phenylcarbonylthiothio)pentanoic acid